FCCOC=1C=C2C=CN=C(C2=CC1OCCF)NC1=CC=C(C=C1)S(=O)(=O)C 6,7-bis(2-fluoroethoxy)-N-(4-methanesulfonylphenyl)isoquinolin-1-amine